zinc O-(2-ethylhexyl) dithiophosphate P(=S)([S-])(OCC(CCCC)CC)[O-].[Zn+2]